O-t-butyl-L-serine t-butyl ester hydrochloride Cl.C(C)(C)(C)OC([C@@H](N)COC(C)(C)C)=O